(R)-3-(((3-fluoro-5-methoxy-2',2''-dimethyl-3''-(pyrido[3,4-b]pyrazin-5-ylamino)-[1,1':3',1''-terphenyl]-4-yl)methyl)amino)pyrrolidin-2-one FC=1C=C(C=C(C1CN[C@H]1C(NCC1)=O)OC)C1=C(C(=CC=C1)C1=C(C(=CC=C1)NC1=NC=CC=2C1=NC=CN2)C)C